(5aR,5bS,7aS,10aS,10bR)-2-benzyl-5a,7a-dimethyl-5,5a,5b,6,7,7a,8,9,10,10a,10b,11-dodecahydro-4H-cyclopenta[7,8]phenanthro[2,1-d]thiazol-8-ol C(C1=CC=CC=C1)C=1SC2=C(N1)CC[C@@]1([C@H]3CC[C@]4([C@H]([C@@H]3CC=C12)CCC4O)C)C